CN(C)C1=NC=CC=C1 (dimethylamino)pyridine